C(C)(C)(C)OC(CN1CCNCC1)=O 1-piperazineacetic acid tert-butyl ester